((2-Aminonaphthalen-1-yl)methyl)naphthalen-2-ol NC1=C(C2=CC=CC=C2C=C1)CC1=C(C=CC2=CC=CC=C12)O